ClC=1C=C(C=CC1OCC1=CC(=CC=C1)F)NC1=NC=NC2=CC=C(C=C12)SC(C1=CC=CC=C1)(C1=CC=CC=C1)C1=CC=CC=C1 N-(3-chloro-4-(3-fluorobenzyloxy)phenyl)-6-[(trityl)thio]quinazolin-4-amine